C(C)(C)(C)OC(=O)NC1CCC(CC1)CC(=O)O 2-((1r,4r)-4-((tert-butoxycarbonyl)amino)cyclohexyl)acetic acid